4-chloro-tryptophan ClC=1C=CC=C2NC=C(C[C@H](N)C(=O)O)C12